Azidobenzamide hydrochloride Cl.N(=[N+]=[N-])C1=C(C(=O)N)C=CC=C1